CC(C)(C)SN (R)-2-methylpropane-2-sulfenamide